FC=1C=C2C(=C(NC2=C(C1)F)C1=CC=C(C=C1)F)C1CC(C1)NC(CO)=O N-((1s,3s)-3-(5,7-difluoro-2-(4-fluorophenyl)-1H-indol-3-yl)cyclobutyl)-2-hydroxyacetamide